N-(3-(6-(2-fluorophenyl)-2-((4-(2-methoxyethoxy)phenyl)amino)-7-oxo-8(7H)-pteridinyl)phenyl)acrylamide FC1=C(C=CC=C1)C1=NC=2C=NC(=NC2N(C1=O)C=1C=C(C=CC1)NC(C=C)=O)NC1=CC=C(C=C1)OCCOC